2-(3-imidazol-1-yl-propylamino)-N-(3-methoxy-phenyl)-nicotinamide N1(C=NC=C1)CCCNC1=C(C(=O)NC2=CC(=CC=C2)OC)C=CC=N1